1-(4-(7-(3-amino-2,5-difluoro-6-(trifluoromethyl)phenyl)-5,6,7,8-tetrahydroquinazolin-4-yl)piperazin-1-yl)prop-2-en-1-one NC=1C(=C(C(=C(C1)F)C(F)(F)F)C1CCC=2C(=NC=NC2C1)N1CCN(CC1)C(C=C)=O)F